1-isopropyl-2-methoxy-1H-benzo[d]imidazol C(C)(C)N1C(=NC2=C1C=CC=C2)OC